C[C@H]1N(CCOC1)C1=CC(NC(=C1)N1C(CN(CC1)S(=O)(=O)C=1N(N=CC1)C)C(F)(F)F)=O 4-[(3R)-3-methylmorpholin-4-yl]-6-[4-(2-methylpyrazol-3-yl)sulfonyl-2-(trifluoromethyl)piperazin-1-yl]-1H-pyridin-2-one